ClC=1C=C(C=CC1Cl)CC(=O)NC=1C(=NC(=CC1C)N1CCOCC1)C 2-(3,4-Dichloro-phenyl)-N-(2,4-dimethyl-6-morpholin-4-yl-pyridin-3-yl)-acetamide